4-hydroxy-2,2,6,6-tetramethylpiperidine-N-oxide OC1CC([NH+](C(C1)(C)C)[O-])(C)C